N,N'-diisopropylmethanediimine C(C)(C)N=C=NC(C)C